1H-indene-1-one C1(C=CC2=CC=CC=C12)=O